benzyl-4-oxocyclohexane-1-carboxylate C(C1=CC=CC=C1)OC(=O)C1CCC(CC1)=O